methyl 4-methyl-3-(methylsulfonyl)benzoate CC1=C(C=C(C(=O)OC)C=C1)S(=O)(=O)C